ClC1=C(C=CC=C1)C1=CC2=C(N=C(N=C2)NC=2C=C(C=CC2)N2CCN(CC2)C(=O)OC(C)(C)C)N(C1=O)C Tert-butyl 4-(3-((6-(2-chlorophenyl)-8-methyl-7-oxo-7,8-dihydropyrido[2,3-d]pyrimidin-2-yl)amino)phenyl)piperazine-1-carboxylate